(5-(2-cyclopentylethoxy)-7-fluoro-9-hydroxy-4-oxo-1,2-dihydro-4H-pyrrolo[3,2,1-ij]quinolin-8-yl)-1,2,5-thiadiazolin-3-one 1,1-dioxide C1(CCCC1)CCOC=1C(N2C3=C(C(=C(C(=C3C1)F)N1S(N=CC1=O)(=O)=O)O)CC2)=O